4-(cyclopropylamino)-2-methylsulfanyl-pyrimidine-5-carbaldehyde C1(CC1)NC1=NC(=NC=C1C=O)SC